3-((tert-butyldimethylsilyl)oxy)-5-(3-fluoropyridin-2-yl)pyrrolidin-2-one [Si](C)(C)(C(C)(C)C)OC1C(NC(C1)C1=NC=CC=C1F)=O